N-(3-(4-(2-(morpholinomethyl)thieno[2,3-d]pyrimidin-4-yl)piperazin-1-yl)propyl)-N-propyl-2,3-dihydro-1H-inden-2-amine O1CCN(CC1)CC=1N=C(C2=C(N1)SC=C2)N2CCN(CC2)CCCN(C2CC1=CC=CC=C1C2)CCC